tert-butyl (R)-3-(hydroxymethyl)-4-(1,3,5-triazin-2-yl)piperazine-1-carboxylate OC[C@H]1CN(CCN1C1=NC=NC=N1)C(=O)OC(C)(C)C